O=C1C2=C(N=C(N1)SCC(=O)O)N(N=C2)C2=CC=CC=C2 2-((4-oxo-1-phenyl-4,5-dihydro-1H-pyrazolo[3,4-d]pyrimidin-6-yl)thio)acetic acid